IC1=CC=C(N=N1)N(C1C[C@H]2CC[C@@H](C1)N2C(=O)OC(C)(C)C)C tert-butyl (1R,3R,5S)-3-[(6-iodopyridazin-3-yl)(methyl)amino]-8-azabicyclo[3.2.1]octane-8-carboxylate